1,3-bis(2-oxiranylethyl)imidazolium bis(trifluoromethane)sulfonimide [N-](S(=O)(=O)C(F)(F)F)S(=O)(=O)C(F)(F)F.O1C(C1)CCN1C=[N+](C=C1)CCC1OC1